CN1N=C(C=C1C(=O)OOCC)C=1NN=CC1 ethoxy (methyl)-1H,2'H-[3,3'-bipyrazole]-5-carboxylate